FC=1C(=C(C=C(C1)C=1C=NN(C1)C)O)C=1N=C2N(C=CC(=N2)C=2CC(NC(C2)(C)C)(C)C)C1 3-fluoro-5-(1-methyl-1H-pyrazol-4-yl)-2-(7-(2,2,6,6-tetramethyl-1,2,3,6-tetrahydropyridin-4-yl)imidazo[1,2-a]pyrimidin-2-yl)phenol